C(C)(C)(C)N1C=C(C(=C1)Br)Br 1-tert-butyl-3,4-dibromopyrrole